2-cyano-3,4,5,6-tetrafluoropyridine C(#N)C1=NC(=C(C(=C1F)F)F)F